C(C)(C)(C)[S@@](=O)N=C(C)C=1C=C(C=C(C1)C(F)F)NC(C)=O (R)-N-(3-(1-((tert-butylsulfinyl)imino)ethyl)-5-(difluoromethyl)phenyl)acetamide